C(C)OC1=CC2=C(CC(O2)=CC2=CC(=CC=C2)OCC2=CC=C(C=C2)C(C)C)C=C1 6-ethoxy-2-(3-((4-isopropylbenzyl)oxy)benzylidene)benzofuran